N-(2-(pyrrolidin-1-yl)-3-methylphenyl)-4-fluorobenzo[d]isothiazol-1,1-dioxide N1(CCCC1)C1=C(C=CC=C1C)N1S(C2=C(C1)C(=CC=C2)F)(=O)=O